FC=1C=C(C=CC1N1CCC(CC1)N1CCCC1)N1N=C(N=C1N)N (3-fluoro-4-(4-pyrrolidin-1-yl-piperidin-1-yl)phenyl)-1H-1,2,4-triazole-3,5-diamine